4-(2-((1R,2R)-2-hydroxycyclohexylamino)benzothiazol-6-yloxy)-N-methylpicolinamide O[C@H]1[C@@H](CCCC1)NC=1SC2=C(N1)C=CC(=C2)OC2=CC(=NC=C2)C(=O)NC